N(CCSCC(=O)[O-])(CCSCC(=O)[O-])CCSCC(=O)[O-].[Na+].FC1=CC(=C(OC2=C(C(=O)NC3=CC(=C(C=C3)F)NS(N)(=O)=O)C=C(C=C2)C(F)(F)F)C=C1)C.[Na+].[Na+] 2-(4-fluoro-2-methylphenoxy)-N-(4-fluoro-3-(sulfamoylamino)phenyl)-5-(trifluoromethyl)benzamide Sodium 2,2',2''-((Nitrilotris(ethane-2,1-diyl))-tris(sulfanediyl))triacetate